2,2-bis(4-cyanatophenyl)-3,3-dimethylbutane O(C#N)C1=CC=C(C=C1)C(C)(C(C)(C)C)C1=CC=C(C=C1)OC#N